C(C)(C)(C)C1=CC=C(C=N1)C=1C=C2CCN(C(C2=CC1)=O)C1=CC(=C(C=C1)OCOCCOC)[N+](=O)[O-] 6-(6-(tert-butyl)pyridin-3-yl)-2-(4-((2-methoxyethoxy)methoxy)-3-nitrophenyl)-3,4-dihydroisoquinolin-1(2H)-one